4-ethylbenzenesulfonate C(C)C1=CC=C(C=C1)S(=O)(=O)[O-]